C(C1=C(C(=CC(=C1)CC)C(C)(C)C)O)C1=C(C(=CC(=C1)CC)C(C)(C)C)O 2,2'-methylene-bis-(4-ethyl-6-tert-butylphenol)